COC1=CC2=C(OCCCO2)C=C1 7-Methoxy-3,4-dihydro-2H-benzo[b][1,4]dioxepine